2-ethylbutyl ((naphthalen-2-yloxy)(perfluorophenoxy)phosphoryl)-L-alaninate C1=C(C=CC2=CC=CC=C12)OP(=O)(OC1=C(C(=C(C(=C1F)F)F)F)F)N[C@@H](C)C(=O)OCC(CC)CC